COC(C1=CC=C(C=C1)Br)=O.ClC1=C(OC2CCN(CC2)C2=CC=C(C(=O)OC)C=C2)C=C(C=C1)F methyl 4-(4-(2-chloro-5-fluorophenoxy)piperidin-1-yl)benzoate Methyl-4-bromobenzoate